BrC1=CC(N(C=C1C=1C=C2COCC2=CC1)C)=O 4-bromo-5-(1,3-dihydroisobenzofuran-5-yl)-1-methylpyridin-2(1H)-one